C1(CC1)C([C@@H](C(=O)NC1=CC=C(C=C1)C=1C(=NN(C1C)COCC[Si](C)(C)C)C)NC(OC(C)(C)C)=O)C1CC1 tert-butyl N-[(1S)-1-(dicyclopropylmethyl)-2-[4-[3,5-dimethyl-1-(2-trimethylsilylethoxymethyl)pyrazol-4-yl]anilino]-2-oxo-ethyl]carbamate